[N+](=O)([O-])C=CC1=CNC2=CC(=CC=C12)C#N 3-(2-nitrovinyl)-1H-indole-6-carbonitrile